1,4-dihydroxylmethyl-cyclohexane OCC1CCC(CC1)CO